2-[2-[2-[2-[2-[8-[(Z)-non-2-enoxy]-8-oxo-octoxy]-3-[8-[(Z)-oct-2-enoxy]-8-oxooctoxy]propoxy]ethoxy]ethoxy]ethoxy]ethyl 1-methylpiperidine-4-carboxylate CN1CCC(CC1)C(=O)OCCOCCOCCOCCOCC(COCCCCCCCC(=O)OC\C=C/CCCCC)OCCCCCCCC(=O)OC\C=C/CCCCCC